5-fluoro-1-(1-methylazetidin-3-yl)-1H-indole FC=1C=C2C=CN(C2=CC1)C1CN(C1)C